[Si](C)(C)(C(C)(C)C)OCCCOCCO 2-(3-((tert-Butyldimethylsilyl)oxy)propoxy)ethan-1-ol